5-bromo-2-(N-((1S,2R)-2-(6-fluoro-2,3-dimethylphenyl)-1-(5-oxo-4,5-dihydro-1,3,4-Oxadiazol-2-yl)propyl)sulfamoyl)benzamide BrC=1C=CC(=C(C(=O)N)C1)S(N[C@@H]([C@H](C)C1=C(C(=CC=C1F)C)C)C=1OC(NN1)=O)(=O)=O